N1N=NC2=C1C=CC=C2.C(CCC)[P+](CCCC)(CCCC)CCCC tetrabutylphosphonium benzotriazole salt